FC(C(=O)N1C(C2C(C1)CCC2)C(=O)NC(CC2C(NCC2)=O)C(CF)=O)(C)C2=CC(=CC=C2)F 2-(2-fluoro-2-(3-fluorophenyl)propanoyl)-N-(4-fluoro-3-oxo-1-(2-oxopyrrolidin-3-yl)butan-2-yl)octahydrocyclopenta[c]pyrrole-1-carboxamide